[N+](=O)([O-])C1=NN=CN1C1OCCCC1 3-Nitro-4-(tetrahydro-2H-pyran-2-yl)-4H-1,2,4-triazole